2-(2-oxoazepan-1-yl)hexadecenoic acid O=C1N(CCCCC1)C(C(=O)O)=CCCCCCCCCCCCCC